C(C)C=1C=C2C(=NNC2=CC1C=1C=C(C=2N(C1)N=CN2)C)C2CCN(CC2)CCC#N 3-(4-(5-ethyl-6-(8-methyl-[1,2,4]triazolo[1,5-a]pyridin-6-yl)-1H-indazol-3-yl)piperidin-1-yl)propanenitrile